OC=1C=C(C2=CC=CC=C2C1)C1=CC=C2C(=NC(=NC2=C1)OC[C@H]1N(CCC1)C)N1[C@H]2CN(C[C@@H]1CC2)C(CC(=O)N)=O 3-((1R,5S)-8-(7-(3-hydroxynaphthalen-1-yl)-2-(((S)-1-methylpyrrolidin-2-yl)methoxy)quinazolin-4-yl)-3,8-diazabicyclo[3.2.1]octan-3-yl)-3-oxopropanamide